N-[[6-(3-thiazol-2-ylpropanoyl)-6-azaspiro[2.5]octan-2-yl]methyl]-1,3-dihydropyrrolo[3,4-c]pyridine-2-carboxamide S1C(=NC=C1)CCC(=O)N1CCC2(C(C2)CNC(=O)N2CC=3C=NC=CC3C2)CC1